[Si](C)(C)(C(C)(C)C)OCCN(C(OC(C)(C)C)=O)CC=1N(N=CC1B1OC(C(O1)(C)C)(C)C)C tert-butyl N-[2-[tert-butyl(dimethyl)silyl]oxyethyl]-N-[[2-methyl-4-(4,4,5,5-tetramethyl-1,3,2-dioxaborolan-2-yl)pyrazol-3-yl]methyl]carbamate